dimethylamino-ε-caprolactam CN(C)C1C(=O)NCCCC1